C(CCC)N1C(=[N+](C=C1)CCCC)CCCC 1,2,3-tributylimidazolium